O1CCN(CC1)CCCC1=CC=C(C=C1)C=1OC=2C3=C(C=CC2C(C1)=O)OC(O3)(C3=CC=CC=C3)C3=CC=CC=C3 8-(4-(3-morpholinopropyl)phenyl)-2,2-diphenyl-6H-[1,3]dioxolo[4,5-h]chromen-6-one